C(C)C=1C=C(C(NN1)=O)C(F)(F)F 6-ethyl-4-(trifluoromethyl)pyridazin-3(2H)-one